tert-butyl ((6-methylpyridin-3-yl)methyl)(methylsulfonyl)carbamate CC1=CC=C(C=N1)CN(C(OC(C)(C)C)=O)S(=O)(=O)C